FC=1C=C(C(=NC1)C)C1=NN2C(N=CC=C2)=C1C(=O)N[C@@H]1CC[C@H](CC1)O (R)-2-(5-fluoro-2-methylpyridin-3-yl)-N-((trans)-4-hydroxycyclohexyl)pyrazolo[1,5-a]pyrimidine-3-carboxamide